azetidinyl-(diazacytidinyl)dioxacyclobutane N1(CCC1)C1(OOC1)[C@@]1(N(N(O[C@@H]1CO)N1C(=O)N=C(N)C=C1)O)O